5-Methyl-1-(1-methyl-1H-pyrazol-4-yl)-1H-indazol-6-amine CC=1C=C2C=NN(C2=CC1N)C=1C=NN(C1)C